C(C)(C)N1CCOC2(CC2)C1=O 7-isopropyl-4-oxa-7-azaspiro[2.5]octan-8-one